C(C)OC(C=C)=O.[Pb] lead ethylacrylate